(R)-6-amino-4-((1-(3-(difluoromethyl)-2-fluorophenyl)ethyl)amino)-7H-pyrano[2,3-d]pyrimidin-7-one NC1=CC2=C(N=CN=C2N[C@H](C)C2=C(C(=CC=C2)C(F)F)F)OC1=O